4-(4-amino-7-bromo-1-methylpyrrolo[3,2-c]pyridin-3-yl)-2-fluoro-6-methoxy-N-(2,2,2-trifluoroethyl)benzamide NC1=NC=C(C2=C1C(=CN2C)C2=CC(=C(C(=O)NCC(F)(F)F)C(=C2)OC)F)Br